(1-allyl-4-(trifluoromethyl)-1H-imidazol-2-yl)-3-vinylbenzoic acid methyl ester COC(C1=C(C(=CC=C1)C=C)C=1N(C=C(N1)C(F)(F)F)CC=C)=O